arachidyl-behenyl-amine C(CCCCCCCCCCCCCCCCCCC)NCCCCCCCCCCCCCCCCCCCCCC